[Te-2].[Zn+2].[Pt+2].[Te-2] platinum-zinc telluride